CC1C(CCC(=C1)C)C1OCC2N1C(OC2)C2C(C=C(CC2)C)C 3,5-bis(2,4-dimethylcyclohex-3-en-1-yl)dihydro-1H-[1,3]oxazolo[3,4-c][1,3]oxazole